C(C)(C)(C)P(C1=CC=C(N(C)C)C=C1)C(C)(C)C 4-(di-tert-butyl-phosphino)-N,N-dimethylaniline